ClC1=C2C(=NC=C1OC=1C=NN3C1C=CC(=C3)F)N=C(N2C)NC=2C(N(C=C(C2)C(F)(F)F)CCO)=O 3-((7-chloro-6-((6-fluoropyrazolo[1,5-a]pyridin-3-yl)oxy)-1-methyl-1H-imidazo[4,5-b]pyridin-2-yl)amino)-1-(2-hydroxyethyl)-5-(trifluoromethyl)pyridin-2(1H)-one